N[C@@H](CCC(=O)[O-])C(=O)[O-].[Cu+2] copper glutamate salt